bis(2,2,6,6-tetramethyl-4-piperidyl) dodecanedioate C(CCCCCCCCCCC(=O)OC1CC(NC(C1)(C)C)(C)C)(=O)OC1CC(NC(C1)(C)C)(C)C